FC1=C(C(=C(C(=C1F)C(F)(F)F)F)F)C=C 2,3,5,6-tetrafluoro-1-ethenyl-4-(trifluoromethyl)benzene